COC(=O)C1CCC2(CCN(C2=O)C(C)C)CC1 (5r,8r)-1-oxo-2-(propan-2-yl)-2-azaspiro[4.5]Decane-8-carboxylic acid methyl ester